BrC=1C=C(C(=NC1)C)N1C(C=C(C=C1C)O)=O 5'-bromo-4-hydroxy-2',6-dimethyl-[1,3'-bipyridin]-2-one